(E)-1-(2-ethoxyvinyl)-6-(4,4,5,5-tetramethyl-1,3,2-dioxaborolan-2-yl)isoquinoline C(C)O/C=C/C1=NC=CC2=CC(=CC=C12)B1OC(C(O1)(C)C)(C)C